tributyl-(1-ethoxyvinyl)tin C(CCC)[Sn](C(=C)OCC)(CCCC)CCCC